C(C)(C)N1CC2=CC(=CC=C2CC1)N(C=1C=CC(N(C1)C)=O)C(C)C 5-((2-isopropyl-1,2,3,4-tetrahydroisoquinolin-7-yl)(isopropyl)amino)-1-methylpyridin-2(1H)-one